CN1C=NC=C1C=1N=C(SC1)C(=O)NC1CCC(CC1)NCC(F)(F)F 4-(1-methyl-1H-imidazol-5-yl)-N-((1r,4r)-4-((2,2,2-trifluoroethyl)amino)cyclohexyl)thiazole-2-carboxamide